C(C)(=O)N1CCC(CC1)N1CCC=2C=C(N=CC2C1)C(=O)[O-].[Li+] lithium 7-(1-acetylpiperidin-4-yl)-5,6,7,8-tetrahydro-2,7-naphthyridine-3-carboxylate